(E)-2-bromobenzaldehyde O-(2-chloro-6-((4,6-dimethoxypyrimidin-2-yl)thio)benzoyl) oxime ClC1=C(C(=O)O\N=C\C2=C(C=CC=C2)Br)C(=CC=C1)SC1=NC(=CC(=N1)OC)OC